N1(N=NC2=C1C=CC=C2)CC(=O)N2[C@@H](C[C@H](C2)F)C(=O)N[C@@H](C2=CC=CC=C2)C2=CC(=C(C=C2)C2CC2)F (2S,4R)-1-[2-(1H-1,2,3-benzotriazol-1-yl)acetyl]-N-[(S)-(4-cyclopropyl-3-fluorophenyl)(phenyl)methyl]-4-fluoropyrrolidine-2-carboxamide